5-chloro-4-(cyclopentylmethoxy)-2-fluoro-N-((4-(pyrrolidin-2-ylmethoxy)phenyl)sulfonyl)benzamide ClC=1C(=CC(=C(C(=O)NS(=O)(=O)C2=CC=C(C=C2)OCC2NCCC2)C1)F)OCC1CCCC1